ClC=1C=C2C(=CC1)NC(C21CCN(CC1)CCOC=1C=C2C(=NC1)N(C(=N2)C)C2CC(C2)(C)O)=O 5-chloro-1'-(2-{[3-(3-hydroxy-3-methylcyclobutyl)-2-methyl-3H-imidazo[4,5-b]pyridin-6-yl]oxy}ethyl)-1,2-dihydrospiro[indole-3,4'-piperidin]-2-one